((2R,3S,4R,5R)-5-(4-aminopyrrolo[2,1-f][1,2,4]triazin-7-yl)-5-cyano-3,4-dihydroxytetrahydrofuran-2-yl)methyl (2-(4-methylcyclohex-3-en-1-yl)propan-2-yl) carbonate C(OC[C@H]1O[C@@]([C@@H]([C@@H]1O)O)(C#N)C1=CC=C2C(=NC=NN21)N)(OC(C)(C)C2CC=C(CC2)C)=O